1-bromo-5-fluoro-2-nitro-4-(trifluoromethoxy)benzene BrC1=C(C=C(C(=C1)F)OC(F)(F)F)[N+](=O)[O-]